FC1=CC=C(C[N+]#[C-])C=C1 4-FLUOROBENZYLISOCYANIDE